tripropylene glycol di-valerate C(CCCC)(=O)OC(C)COC(C)COC(C)COC(CCCC)=O